1-octylnonyl 8-[2-(tert-butoxycarbonylamino)ethyl-(6-oxo-6-undecoxy-hexyl)amino]octanoate C(C)(C)(C)OC(=O)NCCN(CCCCCCCC(=O)OC(CCCCCCCC)CCCCCCCC)CCCCCC(OCCCCCCCCCCC)=O